CC(CC(=O)O)CCCCCCCCCCCC(CCCCCCC)C 3,15-dimethyl-docosanoic acid